2-(isothiazol-5-ylamino)-4-((2-methoxy-3-(1-methyl-1H-1,2,4-triazol-3-yl)phenyl)amino)-N-methylpyrimidine-5-carboxamide S1N=CC=C1NC1=NC=C(C(=N1)NC1=C(C(=CC=C1)C1=NN(C=N1)C)OC)C(=O)NC